C(C)(C)C1=C(NC2=CC=C(C=C12)OCC1CN(CC1)CCOC)C1=CC(=NC=C1)C 3-isopropyl-5-((1-(2-methoxyethyl)pyrrolidin-3-yl)methoxy)-2-(2-methylpyridin-4-yl)-1H-indole